1-((5-(4-iodophenyl)isoxazole-3-yl)methyl)-1H-imidazole-2-carbonitrile IC1=CC=C(C=C1)C1=CC(=NO1)CN1C(=NC=C1)C#N